C(=O)O.C1(CC1)NC(C1=CC=C(C=C1)NC1=NC=C(C(=N1)NC=1C=CC2=C(NC(O2)=O)C1)C)=O N-Cyclopropyl-4-[5-methyl-4-(2-oxo-2,3-dihydro-benzooxazol-5-ylamino)-pyrimidin-2-ylamino]-benzamide formate salt